C(C)(C)(C)C1=CC=C(C=C1)SSC1=CC=C(C=C1)C(C)(C)C bis[4-(t-butyl) phenyl] disulfide